NC=1C2=C(N=CN1)N(C(=C2C2=CC=C(C(=O)NC1(CCC1)COC)C=C2)C2=CC=C(C=C2)NC(C(=C)C)=O)C 4-(4-amino-6-(4-methacrylamido-phenyl)-7-methyl-7H-pyrrolo[2,3-d]pyrimidin-5-yl)-N-(1-(methoxymethyl)cyclobutyl)benzamide